CN1N=CC(=C1)C1=NC2=CC=CC=C2C(=C1)C1(CC1)N 1-(2-(1-methyl-1H-pyrazol-4-yl)quinolin-4-yl)cyclopropan-1-amine